4-propylphenylphosphine oxide C(CC)C1=CC=C(C=C1)[PH2]=O